ClC(C)(Cl)OC=O.[K] potassium 1,1-dichloroethylformate